C(C)(=O)OC1=C2C3C(C(OC2=CC(=C1)CCCCC)(C)C)CC=C(C3)C 6,6,9-trimethyl-3-pentyl-6a,7,10,10a-tetrahydro-6H-benzo[c]chromen-1-yl acetate